Cl.Cl.C1(CCC1)C(CN)N 1-Cyclobutylethane-1,2-diamine dihydrochloride